(S)-1-(3-(4-amino-3-((4,6-dimethoxypyrimidin-2-yl)ethynyl)-1H-pyrazolo[3,4-d]pyrimidin-1-yl)pyrrolidin-1-yl)prop-2-en-1-one NC1=C2C(=NC=N1)N(N=C2C#CC2=NC(=CC(=N2)OC)OC)[C@@H]2CN(CC2)C(C=C)=O